hexafluorobutyl α-fluoroacrylate FC(C(=O)OC(C(CC(F)(F)F)F)(F)F)=C